2-amino-N,N-bis(2-aminoethyl)-N-methyl-ethylammonium NCC[N+](C)(CCN)CCN